O=C1NC(CCC1NC1=CC(=C(C=C1)N1CCC(CC1)(O)CC(=O)OC(C)(C)C)F)=O tert-butyl 2-(1-(4-((2,6-dioxopiperidin-3-yl)amino)-2-fluorophenyl)-4-hydroxypiperidin-4-yl)acetate